(1S,2R)-2-((S)-5-Bromo-8-((1-isopropyl-1H-imidazol-2-yl)methoxy)-1-((1-oxoisoindolin-2-yl)methyl)-1,2,3,4-tetrahydroisochinolin-2-carbonyl)cyclohexan BrC1=C2CCN([C@@H](C2=C(C=C1)OCC=1N(C=CN1)C(C)C)CN1C(C2=CC=CC=C2C1)=O)C(=O)C1CCCCC1